OC(COC=1C=CC(=C(C#N)C1)B1OC(C(O1)(C)C)(C)C)(C)C 5-(2-hydroxy-2-methylpropoxy)-2-(4,4,5,5-tetramethyl-1,3,2-dioxaborolan-2-yl)benzonitrile